C1(CC1)CCN(C1CCC(CC1)NCC(=O)OC(C)(C)C)C1=C2CN(C(C2=CC=C1)=O)C1C(NC(CC1)=O)=O tert-butyl 2-{[(1r,4r)-4-[(2-cyclopropylethyl)[2-(2,6-dioxopiperidin-3-yl)-1-oxo-3H-isoindol-4-yl]amino]cyclohexyl]amino}acetate